CN1N=C2C(=CC(=CC2=C1)C1=CC(=C2C=C(N=NC2=C1)C=1CCNCC1)F)C 7-(2,7-dimethyl-2H-indazol-5-yl)-5-fluoro-3-(1,2,3,6-tetrahydropyridin-4-yl)cinnoline